NC1=NC=C(C(=O)NCC(C)O)C=C1 6-Amino-N-(2-hydroxypropyl)-nicotinamide